CN1N=C(C(=C1)C(C)NC(CN1C(NC2=CC=CC=C2C1=O)=O)=O)C N-(1-(1,3-dimethyl-1H-pyrazol-4-yl)ethyl)-2-(2,4-dioxo-1,4-dihydroquinazolin-3(2H)-yl)acetamide